C1C2=CC=CC(=O)C2OC3=CC=CC=C31 4-xanthone